O=C1C=C(N=CN1CC1CCN(CC12CCCC2)C(=O)OC(C)(C)C)C2=C(C=CC=C2)C tert-Butyl 10-((6-oxo-4-(o-tolyl)pyrimidin-1(6H)-yl)methyl)-7-azaspiro[4.5]decane-7-carboxylate